2-amino-3-methyl-4-pentenoic acid NC(C(=O)O)C(C=C)C